((3-(2-oxa-6-azaspiro[3.3]hept-6-yl)-1-oxa-8-azaspiro[4.5]dec-8-yl)sulfonyl)-4-fluorobenzonitrile C1OCC12CN(C2)C2COC1(C2)CCN(CC1)S(=O)(=O)C1=C(C#N)C=CC(=C1)F